BrC=1C(N(C=C(N1)Br)CC1=CC=C(C=C1)F)=O 3,5-dibromo-1-[(4-fluorophenyl)methyl]-1,2-dihydropyrazin-2-one